1-phenyl-5-(trifluoromethyl)pyrazole-4-carboxamide C1(=CC=CC=C1)N1N=CC(=C1C(F)(F)F)C(=O)N